Cl.C(=O)CC[PH+](CCC=O)CCC=O tris-(2-formylethyl)phosphonium hydrochloride